COC(C(C(=O)O)NC(C1=CC=CC=C1)=O)(CCC)[2H] beta-Methoxybenzoylaminocaproic acid-3-d1